1,1'-hexamethylenebis[5-(p-chlorophenyl)biguanide] di-D-gluconate O=C([C@H](O)[C@@H](O)[C@H](O)[C@H](O)CO)O.O=C([C@H](O)[C@@H](O)[C@H](O)[C@H](O)CO)O.ClC1=CC=C(C=C1)NC(NC(NCCCCCCNC(=N)NC(=N)NC1=CC=C(C=C1)Cl)=N)=N